N-[(3,5-difluoro-pyridin-2-yl)methyl]-4-methyl-2-[(3R)-3-methyl-[1,4'-bipiperidin]-1'-yl]-1,3-thiazole-5-carboxamide FC=1C(=NC=C(C1)F)CNC(=O)C1=C(N=C(S1)N1CCC(CC1)N1C[C@@H](CCC1)C)C